2-(pyrrolidin-3-yl)-5-(trifluoromethyl)pyridine hydrochloride Cl.N1CC(CC1)C1=NC=C(C=C1)C(F)(F)F